2',5'-dichloro-1-(1-hydroxy-3-methylbutan-2-yl)-6'-methoxy-4-oxo-1,4-dihydro-[2,3'-bipyridine]-5-Carboxylic acid ethyl ester C(C)OC(=O)C=1C(C=C(N(C1)C(CO)C(C)C)C=1C(=NC(=C(C1)Cl)OC)Cl)=O